F[C@H]1[C@H](C1)C(=O)NC1=NC=C2C=C(C(=NC2=C1)OC)C=1C=NC(=CC1C)C(CCC)O (1R,2R)-2-fluoro-N-{3-[6-(1-hydroxybutyl)-4-methylpyridin-3-yl]-2-methoxy-1,6-naphthyridin-7-yl}cyclopropane-1-carboxamide